4-Amino-1-(4-aminophenyl)-7-hydroxy-2-oxo-1,2-dihydro-1,8-naphthyridine-3-carboxylic acid methyl ester COC(=O)C=1C(N(C2=NC(=CC=C2C1N)O)C1=CC=C(C=C1)N)=O